[Si](C)(C)(C(C)(C)C)OCCN[C@H]1C[C@H](CC1)NC(OC(C)(C)C)=O tert-butyl {(1S,3R)-3-[(2-{[tert-butyl(dimethyl)silyl]oxy}ethyl)amino]cyclopentyl}carbamate